2α,3α-dihydroxy-5α-campestan-6-one O[C@H]1[C@H](C[C@@H]2C(C[C@H]3[C@@H]4CC[C@H]([C@@H](CC[C@H](C(C)C)C)C)[C@]4(CC[C@@H]3[C@]2(C1)C)C)=O)O